ClC1=C(SC=C1)[Sn](C)(C)C (3-chlorothiophene-2-yl)trimethylstannane